2-(4-(tert-butyl)pyridin-3-yl)phenol C(C)(C)(C)C1=C(C=NC=C1)C1=C(C=CC=C1)O